fluoro-2-((4-fluorophenoxy)methyl)-5-(1H-tetrazol-5-yl)pyridine FC=1C(=NC=C(C1)C1=NN=NN1)COC1=CC=C(C=C1)F